methyl 5-hydroxy-6-nitropyridine-3-carboxylate OC=1C=C(C=NC1[N+](=O)[O-])C(=O)OC